(E)-N-[1-(2-nitrophenyl)-1H-pyrrole-2-yl-allylideneamino]-guanidine (+)-Camphor-10-sulfonic acid salt C12(C(=O)CC(CC1)C2(C)C)CS(=O)(=O)O.[N+](=O)([O-])C2=C(C=CC=C2)N2C(=CC=C2)C=CC=NN\C(=N\[H])\N